N-((S)-benzyl((R)-2'-iodo-6,6'-dimethyl-[1,1'-biphenyl]-2-yl)-λ4-sulfaneylidene)benzamide C(C1=CC=CC=C1)[S@](=NC(C1=CC=CC=C1)=O)C1=C(C(=CC=C1)C)C1=C(C=CC=C1C)I